5-chloro-2-((2-cyclopropyl-5-(methoxycarbonyl)phenyl)sulfonamido)-4-(trifluoromethyl)benzenaminium trifluoroacetate FC(C(=O)[O-])(F)F.ClC=1C(=CC(=C(C1)[NH3+])NS(=O)(=O)C1=C(C=CC(=C1)C(=O)OC)C1CC1)C(F)(F)F